C(C)C1(CC(C1)NC(OCC1=CC=CC=C1)=O)O benzyl (trans-3-ethyl-3-hydroxycyclobutyl)carbamate